C(C)(C)OC1=C(C=C(C(=O)O)C=C1)C(F)(F)F 4-isopropoxy-3-(trifluoromethyl)benzoic acid